2-(4,5-dichloro-3-methyl-6-oxo-pyridazin-1-yl)-N-[4-methyl-3-[2-(2-pyridyl)ethylsulfamoyl]phenyl]acetamide ClC=1C(=NN(C(C1Cl)=O)CC(=O)NC1=CC(=C(C=C1)C)S(NCCC1=NC=CC=C1)(=O)=O)C